3,4-bis(diisobutylphosphino)-2,5-dimethylthiophene C(C(C)C)P(C1=C(SC(=C1P(CC(C)C)CC(C)C)C)C)CC(C)C